tert-butyl (4-(benzo[d][1,3]dioxol-5-yl)-4-oxobutyl)carbamate O1COC2=C1C=CC(=C2)C(CCCNC(OC(C)(C)C)=O)=O